C(C1=CC=CC=C1)C(C(=O)[O-])SC1=NN=C2N1C(=CC(N2)=O)CCC benzyl[(7-oxo-5-propyl-7,8-dihydro[1,2,4]triazolo[4,3-a]pyrimidin-3-yl)sulfanyl]acetate